FC1=C(C=CC=C1)C1=CC=C(C=C1)CCC(C(=O)NC1=CC=C(C=C1)O)(C)C 4-(2'-fluoro-[1,1'-biphenyl]-4-yl)-N-(4-hydroxyphenyl)-2,2-dimethylbutanamide